Cl[Si](CCCOC(C(C)(C)Br)=O)(Cl)Cl 3-(trichlorosilyl)propyl-2-bromo-2-methylpropionate